ClC1=CC=C(C=C1)CNC(=O)C=1C(=NC(=CC1C)N1CCOCC1)OCCN(C)C N-[(4-Chlorophenyl)-methyl]-2-(2-dimethylaminoethyloxy)-4-methyl-6-morpholin-4-yl-pyridine-3-carboxylic acid amide